triethylene glycol-bis-[3-(3-t-butyl-5-methyl-4-hydroxyphenyl) propionate] C(C)(C)(C)C=1C=C(C=C(C1O)C)CCC(=O)OCCOCCOCCOC(CCC1=CC(=C(C(=C1)C)O)C(C)(C)C)=O